Trifluorodecanol FC(CCCCCCCCCO)(F)F